N1C(=NC2=C1C=CC=C2)C=2C=C(C=CC2)NC(C2=CC(=C(C=C2)SCC2=CC=CC=C2)OC)=O N-[3-(1H-1,3-benzodiazol-2-yl)phenyl]-4-(benzylsulfanyl)-3-methoxybenzamide